CC1(COC1)OC(=O)N1CCN(CC1)C1=NC=2N(C=C1)N=CC2C2=CC=C(C=C2)C(N)=O (3-methyloxetan-3-yl)-4-[3-(4-carbamoylphenyl)pyrazolo[1,5-a]pyrimidin-5-yl]piperazine-1-carboxylate